3,7-dimethyloctan-3-yl 2-hydroxybenzoate OC1=C(C(=O)OC(CC)(CCCC(C)C)C)C=CC=C1